1-(5Z,8Z,11Z,14Z-eicosatetraenoyl)-2-eicosanoyl-glycero-3-phospho-(1'-sn-glycerol) CCCCCCCCCCCCCCCCCCCC(=O)O[C@H](COC(=O)CCC/C=C\C/C=C\C/C=C\C/C=C\CCCCC)COP(=O)(O)OC[C@H](CO)O